C(CC)C(CCONCCCN1CCCC1)CCC N-(3-propylhexyloxy)-3-(pyrrolidinyl)propan-1-amine